BrC=1C=C(C(=O)OC)C=CC1N1CCCCC1 Methyl 3-bromo-4-(1-piperidyl)benzoate